octachlorocopper Cl[Cu](Cl)(Cl)(Cl)(Cl)(Cl)(Cl)Cl